C(C)N(CCC(=O)N(CCCC(=O)OC\C=C/CCCCCC)C(CCCCCCCCC(=O)OCC(CCCCCC)CCCC)C(=O)NCCCCCCCC)CC 2-butyloctyl (Z)-10-(3-(diethylamino)-N-(4-(non-2-en-1-yloxy)-4-oxobutyl) propanamido)-11-(octylamino)-11-oxoundecanoate